(S)-N-((S)-1-(5-(7-methoxyquinolin-6-yl)-1H-imidazol-2-yl)-7-oxononyl)-6-methyl-6-azaspiro[2.5]octane-1-carboxamide COC1=C(C=C2C=CC=NC2=C1)C1=CN=C(N1)[C@H](CCCCCC(CC)=O)NC(=O)[C@H]1CC12CCN(CC2)C